ClC1=CC=C2C(=NC(N(C2=C1)C1=CC(=CC=C1)CCOC=1SC=CN1)=O)NC 7-chloro-4-(methylamino)-1-(3-(2-(thiazol-2-yloxy)ethyl)phenyl)quinazolin-2(1H)-one